C(C1=CC=CC=C1)OCC(=O)NN 2-(benzyloxy)acetic acid hydrazide